FC1=CC=C(C=C1)C(C1CCN(CC1)C(=O)N1C[C@@H]2[C@@H](OCC(N2)=O)CC1)OCC(F)(F)F (4aR,8aS)-6-(4-((4-Fluorophenyl)(2,2,2-trifluoroethoxy)methyl)piperidine-1-carbonyl)hexahydro-2H-pyrido[4,3-b][1,4]oxazin-3(4H)-one